O=C1NC(CCC1C1=NN(C2=CC(=CC=C12)C1CCNCC1)C)=O 4-(3-(2,6-dioxopiperidin-3-yl)-1-methyl-1H-indazol-6-yl)piperidin